C(C)(C)(C)OC(=O)N1CC=2N(CC1)N=C(N2)C=2C(=C(C=CC2)NC2=CN=NC(=C2)Cl)OC.[Zn+2] zinc (2+) 4-((3-(7-(tert-butoxycarbonyl)-5,6,7,8-tetrahydro-[1,2,4]triazolo[1,5-a]pyrazin-2-yl)-2-methoxyphenyl)amino)-6-chloropyridazine